4-((4-(3-(3-methoxyphenyl)ureido)naphthalen-1-yl)oxy)quinoline-6-carboxamide COC=1C=C(C=CC1)NC(NC1=CC=C(C2=CC=CC=C12)OC1=CC=NC2=CC=C(C=C12)C(=O)N)=O